8-((2s,5r)-4-(3-cyano-4-(trifluoromethoxy)benzyl)-2,5-dimethylpiperazin-1-yl)-5-methyl-6-oxo-5,6-dihydro-1,5-naphthyridine-2-carbonitrile C(#N)C=1C=C(CN2C[C@@H](N(C[C@H]2C)C2=CC(N(C=3C=CC(=NC23)C#N)C)=O)C)C=CC1OC(F)(F)F